ClC1=CC=C(C=C1)C1N(CCCC1)CC1CCN(CC1)C1=CC(=C(C(=O)NS(=O)(=O)C2=CC(=C(C=C2)NC2CCS(CC2)(=O)=O)[N+](=O)[O-])C=C1)OC=1C=C2C(=NC1)NC=C2 4-[4-[[2-(4-chlorophenyl)-1-piperidyl]methyl]-1-piperidyl]-N-[4-[(1,1-dioxothian-4-yl)amino]-3-nitro-phenyl]sulfonyl-2-(1H-pyrrolo[2,3-b]pyridin-5-yloxy)benzamide